CC1SSC(S1)C 3,5-dimethyl-1,2,4-trithiolane